N-(2-chloro-4-(1-methyl-1H-imidazol-5-yl)phenyl)-5-(1-methyl-1H-pyrazol-4-yl)isoquinolin-3-amine ClC1=C(C=CC(=C1)C1=CN=CN1C)NC=1N=CC2=CC=CC(=C2C1)C=1C=NN(C1)C